C(C=CCCCCCC)O 2-nonenol